2-(2-oxo-5-(3'-(trifluoromethyl)-[1,1'-biphenyl]-3-carboxamido)pyridin-1(2H)-yl)acetic acid O=C1N(C=C(C=C1)NC(=O)C=1C=C(C=CC1)C1=CC(=CC=C1)C(F)(F)F)CC(=O)O